di(2-thienyl)methylvinylsilane S1C(=CC=C1)C(C=1SC=CC1)C=C[SiH3]